N-(2,6-diphenylpyrimidin-4-yl)-3-methylbutyramide C1(=CC=CC=C1)C1=NC(=CC(=N1)NC(CC(C)C)=O)C1=CC=CC=C1